ditertiary butyl-diethoxysilane ethyl-2-chloro-3-(3-methoxypropoxy)-7,7-dimethyl-11-oxo-4b,5,6,7,7a,11-hexahydrocyclopenta[f]pyrido[1,2-h][1,7]naphthyridine-10-carboxylate C(C)OC(=O)C=1C(C=C2N(C3C(C=4C=C(C(=NC24)Cl)OCCCOC)CCC3(C)C)C1)=O.C(C)(C)(C)[Si](OCC)(OCC)C(C)(C)C